BrCC(=O)NC=1C=C(C=NC1)C(=O)O 5-(2-bromoacetamido)pyridine-3-carboxylic acid